NCCOCCNC(C1=C(C=C(C=C1)NC=1C=2N(C=CN1)C(=CN2)C2=C(C=C(C=C2)O)C(F)(F)F)CC)=O N-[2-(2-aminoethoxy)ethyl]-2-ethyl-4-[[3-[4-hydroxy-2-(trifluoromethyl)phenyl]imidazo[1,2-a]pyrazin-8-yl]amino]benzamide